C1(CCC1)C=1C(=NN(C1C1=CC(=C(C=C1)F)F)C)NC(CC1CC(C1)(F)F)=O N-(4-cyclobutyl-5-(3,4-difluorophenyl)-1-methyl-1H-pyrazol-3-yl)-2-(3,3-difluorocyclobutyl)acetamide